[Mo].CNC.CNC bis(dimethylamine) molybdenum